C1(CC1)C1=CN=C(N1)C=1C(=C(C(=CC1)O)N1CC(NS1(=O)=O)=O)F 5-(3-(5-cyclopropyl-1H-imidazol-2-yl)-2-fluoro-6-hydroxyphenyl)-1,2,5-thiadiazolidin-3-one 1,1-dioxide